O(C1=CC=CC=C1)CC1=C(C#N)C=CC(=C1)C1(O)[C@H](OC(C)=O)[C@@H](OC(C)=O)[C@H](OC(C)=O)[C@H](O1)COC(C)=O 2-phenoxymethyl-4-(2,3,4,6-tetra-O-acetyl-D-glucopyranos-1-yl)-benzonitrile